ClC=1C=C(C=CC1)C(COC(N)=O)O carbamic acid 2-(3-chlorophenyl)-2-hydroxyethyl ester